N-(2-(2,6-dioxopiperidin-3-yl)-1,3-dioxoisoindoline-5-yl)acetamide O=C1NC(CCC1N1C(C2=CC=C(C=C2C1=O)NC(C)=O)=O)=O